ClC1=NC(=C(C=C1C(CC(=O)[O-])=O)F)Cl 2,6-dichloro-5-fluoro-beta-oxo-3-pyridinepropanoate